ClC1=CC=C(C=C1)C=1NC(=CC1Br)C(F)(F)F 2-(p-chlorophenyl)-3-bromo-5-trifluoromethylpyrrole